ClC1=C(C=NC(=C1)Cl)C(C)=O 1-(4,6-dichloropyridin-3-yl)ethane-1-one